2-(2-(aminomethyl)phenylthio)benzyl alcohol NCC1=C(C=CC=C1)SC1=C(CO)C=CC=C1